N-(methylsulfonyl)pyrrolidine-1-carboxamide CS(=O)(=O)NC(=O)N1CCCC1